2-(tert-butyl)-5H-spiro[benzo[d]thiazole-6,4'-piperidin]-4(7H)-one hydrochloride salt Cl.C(C)(C)(C)C=1SC2=C(N1)C(CC1(CCNCC1)C2)=O